1-Boc-4-carbonylpiperidine C(=O)(OC(C)(C)C)N1CCC(CC1)=C=O